C[C@H]1CN(C[C@H](O1)C)C1=NC=C2N1C1=CC(=CC=C1N=C2)C=2C=CC(=NC2)OCCCN(C)C 3-((5-(1-((2S,6R)-2,6-dimethylmorpholinyl)imidazo[1,5-a]quinoxalin-8-yl)pyridin-2-yl)oxy)-N,N-dimethylpropan-1-amine